NC1=CC=CC(=N1)S(=O)(=O)NC(C1=C(N=C(C=C1)C1=CC(=CC(=C1)OCC(C)C)F)C1C(CC(C1)(C)C)(C)C)=O N-((6-aminopyridin-2-yl)sulfonyl)-6-(3-fluoro-5-isobutoxyphenyl)-2-(2,2,4,4-tetramethylcyclopentyl)nicotinamide